CC1=CC=C(C=C1)S(=O)(=O)O.FC(OC1=CC=C(OC2CC3(CNC3)C2)C=C1)(F)F 6-[4-(trifluoromethoxy)phenoxy]-2-azaspiro[3.3]heptane 4-methylbenzenesulfonate